(4-METHYLSULFANYLPHENYL)ACETALDEHYDE CSC1=CC=C(C=C1)CC=O